C(C)(C)(C)C1=CC=C(C=C1)C1=CC2=C(N=C(N=C2)NC2=CC=C(C=C2)OCCN(CC)CC)N(C1=O)C 6-(4-(tert-butyl)phenyl)-2-((4-(2-(diethylamino)ethoxy)phenyl)amino)-8-methylpyrido[2,3-d]pyrimidin-7(8H)-one